[Si](C)(C)(C(C)(C)C)O[C@@H]1CC[C@H](CC1)C(=O)Cl Trans-4-((tert-butyldimethylsilyl)oxy)cyclohexanecarbonyl chloride